(Z)-4-{4-[(2,4-dioxothiazolidin-5-ylidene)methyl]phenoxy}-N-[4-(trifluoromethoxy)phenyl]piperidin-1-carboxamide O=C1S\C(\C(N1)=O)=C/C1=CC=C(OC2CCN(CC2)C(=O)NC2=CC=C(C=C2)OC(F)(F)F)C=C1